ClC1=NNC(N1CC1=C(C=C2[C@](NC(NC2=C1)=O)(C(C)(F)F)C#CC1CC1)F)=O (S)-7-((3-chloro-5-oxo-1,5-dihydro-4H-1,2,4-triazol-4-yl)methyl)-4-(cyclopropylethynyl)-4-(1,1-difluoroethyl)-6-fluoro-3,4-dihydroquinazolin-2(1H)-one